(3-(2-(2-methoxyethoxy)ethyl)-1-vinyl-imidazole) bromide [Br-].COCCOCCN1CN(C=C1)C=C